FC(C1=CC=C(C=N1)C1=CC(=NC=N1)C#N)(F)F 6-[6-(trifluoromethyl)pyridin-3-yl]pyrimidine-4-carbonitrile